O[C@@H](\C=C\C1=CC=C(C=C1)C(F)(F)F)[C@@H]1CN(CC1)C(C=C)=O 1-((S)-3-((S,E)-1-hydroxy-3-(4-(trifluoromethyl)phenyl)allyl)pyrrolidin-1-yl)prop-2-en-1-one